C(C1=CC=CC=C1)OC(=O)N[C@H](C)C1=CC=C2C(=N1)NC(=C2)C=2N=C1N(C=CC(=C1)C(=O)OC(C)C)C2C2CC2 Isopropyl (R)-2-(6-(1-(((benzyloxy)carbonyl)amino)ethyl)-1H-pyrrolo[2,3-b]pyridin-2-yl)-3-cyclopropylimidazo[1,2-a]pyridine-7-carboxylate